4-[[6-amino-5-(4,4-dimethyl-2,5-dioxo-imidazolidin-1-yl)-2-pyridyl]oxy]-2-(trifluoromethoxy)benzonitrile NC1=C(C=CC(=N1)OC1=CC(=C(C#N)C=C1)OC(F)(F)F)N1C(NC(C1=O)(C)C)=O